C1(CC1)C1=CC(=NN1)NC1=NC(=NC2=CC=CC=C12)C=1C=NC(=CC1)N1CC2N(C(C1)C2)CC=2C=NC(=NC2)C N-(5-cyclopropyl-1H-pyrazol-3-yl)-2-(6-(6-((2-methylpyrimidin-5-yl)methyl)-3,6-diazabicyclo[3.1.1]heptan-3-yl)pyridin-3-yl)quinazolin-4-amine